C(C)(C)[C@@]1(NC(NC1=O)=O)C1=CC=C(C(=O)O)C=C1.C1(=CC=CC=C1)[C@@H](C)N (R)-(+)-1-phenylethylamine 4-((R)-4-isopropyl-2,5-dioxoimidazolidin-4-yl)benzoate